OC(CCNC(=O)C1=C(C=2N(N=C1)C=C(C2)C2=C(C=NC=C2)C)NC(C)C)(C)C N-(3-hydroxy-3-methylbutyl)-4-(isopropylamino)-6-(3-methylpyridin-4-yl)pyrrolo[1,2-b]pyridazine-3-carboxamide